1-{2-methoxy-1-[2-(2,2,2-trifluoro-ethoxy)-pyridin-4-yl]-ethyl}-3-spiro[3.3]hept-2-yl-urea COCC(C1=CC(=NC=C1)OCC(F)(F)F)NC(=O)NC1CC2(C1)CCC2